2-(azetidin-1-yl)quinoline-7-thiol N1(CCC1)C1=NC2=CC(=CC=C2C=C1)S